cyclohexanedimethanol furandicarboxylate O1C(=C(C=C1)C(=O)O)C(=O)O.C1(CCCCC1)(CO)CO